2-[4-(Bromomethyl)phenyl]-5-(trifluoromethoxy)pyridine BrCC1=CC=C(C=C1)C1=NC=C(C=C1)OC(F)(F)F